2,6-dimethylpyrazolo-[1,5-b]-1,2,4-triazole CC1=NC=2N(N1)N=C(C2)C